C(C=C)(=O)OCCCCCCOC1=CC=C(C(=O)OC2=C(C=C(C=C2)OC(=O)C2CCC(CC2)C)C=O)C=C1 [2-formyl-4-(4-methylcyclohexanecarbonyl)oxy-phenyl] 4-(6-prop-2-enoyloxyhexoxy)benzoate